carbonyl-triazolinone C(=O)=C1C(NN=N1)=O